1,4-bis[2-(4-pyridyl)ethenyl]Biphenyl N1=CC=C(C=C1)C=CC1(CC=C(C=C1)C=CC1=CC=NC=C1)C1=CC=CC=C1